trifluoromethyl-thiobenzotrifluoride FC(SC1=C(C=CC=C1)C(F)(F)F)(F)F